C(#N)C=1C=NN(C1)C1=C(C=C(C=C1)NC(CC1=CC(=CC=C1)F)=O)S(N)(=O)=O N-[4-(4-cyano-1H-pyrazol-1-yl)-3-sulfamoylphenyl]-2-(3-fluorophenyl)acetamide